O=C1C=2C=C(C=CC2C2=C1N=C(N=C2)C(F)(F)F)/C=C/C(=O)N (E)-3-(9-oxo-2-(trifluoromethyl)-9H-indeno[2,1-d]pyrimidin-7-yl)acrylamide